CC(C(C(=O)O)(C)C)(CC)C tetramethylvaleric acid